(3S,4S)-1-butyl-4-((3-ethyl-4-methylbenzyl)oxy)pyrrolidin C(CCC)N1CC[C@@H](C1)OCC1=CC(=C(C=C1)C)CC